(4R,5R)-1,3-dibenzyl-5-(mercaptomethyl)-2-oxoimidazolidine-4-carboxylic acid C(C1=CC=CC=C1)N1C(N([C@H]([C@@H]1CS)C(=O)O)CC1=CC=CC=C1)=O